7-Hexyltridecyl 7-(N-(3-(dimethylamino)propyl)-8-oxo-8-(undecan-3-yloxy)octanamido)-heptadecanoate CN(CCCN(C(CCCCCCC(OC(CC)CCCCCCCC)=O)=O)C(CCCCCC(=O)OCCCCCCC(CCCCCC)CCCCCC)CCCCCCCCCC)C